C(CCCCCC)OP(O)(=O)C=C.C(=C)P(OCCCCCCC)(O)=O Heptyl vinylphosphonate Heptyl-vinylphosphonate